4-cyano-2,2-dimethyl-1-methylene-cyclopentane C(#N)C1CC(C(C1)=C)(C)C